NC=1C=C(C=CC1)C1=CC=C(N1C)C(=O)OCC ethyl 5-(3-aminophenyl)-1-methyl-1H-pyrrole-2-carboxylate